C(C=C)(=O)OCCCOC1=CC=C(C(=O)O)C=C1 4-(3-acryloxypropoxy)benzoic acid